potassium bis-trimethyl-silyl-amide C[Si]([NH-])(C)C.C[Si]([NH-])(C)C.[K+].[K+]